1-(2-methoxyphenyl)methylamine COC1=C(C=CC=C1)CN